FC1=CC(=C(C=C1)N1CN(C(C2=C1C=C(N=C2)C#N)=O)C2=C(NC(C=C2)=O)C)C 1-(4-fluoro-2-methylphenyl)-3-(2-methyl-6-oxo-1,6-dihydropyridin-3-yl)-4-oxo-1,2,3,4-tetrahydropyrido[4,3-d]pyrimidine-7-carbonitrile